NC1=C(C=C(C=C1)C(=O)N1CC(CC1)N)OC (4-amino-3-methoxyphenyl)(3-aminopyrrolidin-1-yl)methanone